NC[C@H]([C@@H](O)C1=CC(=CC=C1)OCC(CC)CC)C (1R,2R)-3-amino-1-(3-(2-ethylbutoxy)phenyl)-2-methylpropan-1-ol